3-Amino-5,8-dihydro-1,7-naphthyridine-7(6H)-carboxylate NC=1C=NC=2CN(CCC2C1)C(=O)[O-]